(E)-1-(2-bromo-5-methylphenyl)-3-(dimethylamino)prop-2-en-1-one BrC1=C(C=C(C=C1)C)C(\C=C\N(C)C)=O